[OH-].[Ca+2].[Ca+2].[OH-].[OH-].[OH-] dicalcium hydroxide